N-(4-(4-amino-5-(3-fluoro-4-((5-fluoropyrimidin-2-yl)oxy)phenyl)-7-methyl-7H-pyrrolo[2,3-d]pyrimidin-6-yl)phenyl)methacrylamide NC=1C2=C(N=CN1)N(C(=C2C2=CC(=C(C=C2)OC2=NC=C(C=N2)F)F)C2=CC=C(C=C2)NC(C(=C)C)=O)C